(E)-N-(4-(1-(4-(1-(5-((2-(2,6-dioxopiperidin-3-yl)-1,3-dioxoisoindolin-4-yl)oxy)pentyl)piperidin-4-yl)benzoyl)piperidin-4-yl)butyl)-3-(pyridin-3-yl)acrylamide O=C1NC(CCC1N1C(C2=CC=CC(=C2C1=O)OCCCCCN1CCC(CC1)C1=CC=C(C(=O)N2CCC(CC2)CCCCNC(\C=C\C=2C=NC=CC2)=O)C=C1)=O)=O